OCl.[Na] sodium monohydroxychloride